SCC Mercaptoethane